O[C@@H](C)C=1N(C=CN1)CC1=NOC(=C1)C1=CC=C(C=C1)C#CC1=CC=C(CN2CCC(CC2)O)C=C1 (S)-1-(4-((4-(3-((2-(1-hydroxyethyl)-1H-imidazol-1-yl)methyl)isoxazol-5-yl)phenyl)ethynyl)benzyl)piperidin-4-ol